C(=CCC)C(C(=O)N)CC(=O)O butenylsuccinic monoamide